C(=C)NC=O N-vinyl-carboxylic amide